C(C1=CC=CC=C1)N([C@@H]1CC[C@H](CC1)O)CC1=CC=CC=C1 (trans)-4-(dibenzylamino)cyclohexan-1-ol